2-iodoxy-benzoic acid I(=O)(=O)C1=C(C(=O)O)C=CC=C1